2-methyl-2-ethyl-4-pentenoic acid chloride CC(C(=O)Cl)(CC=C)CC